(R)-2-methyl-4-((tetrahydrofuran-3-yl)oxy)aniline CC1=C(N)C=CC(=C1)O[C@H]1COCC1